FC1=C(C(=O)O)C(=CC=C1C(F)(F)F)C1CCOC2=CC(=CC=C12)F 2-fluoro-6-(7-fluoro-chroman-4-yl)-3-(trifluoromethyl)benzoic acid